CC1N(CCC2(C1)OCC(C1=C2SC(=C1)C(C(F)F)(F)F)O)CC=1C=NN(C1)CCS(=O)(=O)C 2'-methyl-1'-[[1-(2-methylsulfonylethyl)pyrazol-4-yl]methyl]-2-(1,1,2,2-tetrafluoroethyl)spiro[4,5-dihydrothieno[2,3-c]pyran-7,4'-piperidine]-4-ol